BrCCOCCOCCOCCOCCOCCOCCOCCOCCN(C(OC(C)(C)C)=O)C tert-butyl N-[2-[2-[2-[2-[2-[2-[2-[2-(2-bromoethoxy)ethoxy]ethoxy]ethoxy]ethoxy]ethoxy]ethoxy] ethoxy] ethyl]-N-methyl-carbamate